5-(((1-(4-((9-cyclopentyl-8-(phenylamino)-9H-purin-2-yl)amino)phenyl)piperidin-4-yl)(methyl)amino)methyl)-2-(2,4-dioxotetrahydropyrimidine-1(2H)-yl)isoindoline-1,3-dione C1(CCCC1)N1C2=NC(=NC=C2N=C1NC1=CC=CC=C1)NC1=CC=C(C=C1)N1CCC(CC1)N(C)CC=1C=C2C(N(C(C2=CC1)=O)N1C(NC(CC1)=O)=O)=O